5-(4-(2-(Cyclopropylamino)ethyl)benzyl)-4-(o-tolyl)-2,3-dihydrobenzo[b]oxepin-8-ol C1(CC1)NCCC1=CC=C(CC=2C3=C(OCCC2C2=C(C=CC=C2)C)C=C(C=C3)O)C=C1